CN(C)CCOC1=CC=C(CN)C=C1 4-(N,N-dimethylaminoethoxy)benzylamine